N[C@@H](CC1=CC=C(C=C1)O)C(=O)O Anti-Tyrosine